Dimethyl-Oxazolidine CC1(OCCN1)C